CC1=C(C(=O)NC2=CC=C(C3=CC=CC=C23)S(NC2=C(C(=CC=C2)N2CCN(CC2)CCC)C)(=O)=O)C=CC=C1 2-methyl-N-(4-(N-(2-methyl-3-(4-propylpiperazin-1-yl)phenyl)sulfamoyl)naphthalen-1-yl)benzamide